diazeniumdiolate CCCCCCCCCCCCNCCCCCCN(CCCCCCCCCCCC)/[N+]([O-])=N/O